BrC=1C=C2CC(CC2=CC1)F 5-bromo-2-fluoro-2,3-dihydro-1H-indene